C(C)(C)(C)C1=CC=NC=C1 4-tert-Butylpyridine